3-(4-(piperidin-4-yl)benzyl)piperidine-2,6-dione N1CCC(CC1)C1=CC=C(CC2C(NC(CC2)=O)=O)C=C1